NCCCN N-(aminopropyl)amine